(R,Z)-6-phenyl-3-((7-(2-phenylpiperazine-1-carbonyl)-7-azaspiro[4.5]decan-10-ylidene)methyl)pyrimidin-4(3H)-one C1(=CC=CC=C1)C1=CC(N(C=N1)\C=C/1\CCN(CC12CCCC2)C(=O)N2[C@@H](CNCC2)C2=CC=CC=C2)=O